1-(2-tetrahydropyranyloxy)propyne magnesium bromide [Br-].[Mg+2].O1C(CCCC1)OC#CC.[Br-]